FC(C1C=2[N+](CCC1)=NOC2[O-])F 4-(difluoromethyl)-4,5,6,7-tetrahydrooxadiazolo[3,4-a]pyridin-8-ium-3-olate